C(C)(C)(C)[S@](=O)N[C@H](C)C=1C=CC(=C(C1)C=1C=C(SC1)C(=O)OCC1=CC=CC=C1)OC benzyl 4-[5-[(1R)-1-[[(S)-tert-butylsulfinyl]amino]ethyl]-2-methoxy-phenyl]thiophene-2-carboxylate